C(C)(C)C=1C(=NN2C1N=C(C=C2N2CCOCC2)N2N=CC(=C2)C2=CC=CC=C2)C(=O)N isopropyl-7-morpholino-5-(4-phenyl-pyrazol-1-yl)pyrazolo[1,5-a]pyrimidine-2-carboxamide